1-(2-(1-(6-(1-methyl-1H-pyrazol-4-yl)pyrrolo[2,1-f][1,2,4]triazin-4-yl)-1,2,3,6-tetrahydropyridin-4-yl)pyrimidin-5-yl)-1-(2,6-difluorophenyl)ethan-1-ol CN1N=CC(=C1)C=1C=C2C(=NC=NN2C1)N1CCC(=CC1)C1=NC=C(C=N1)C(C)(O)C1=C(C=CC=C1F)F